3-(dimethylamino)propyl-hexahydro-s-triazine CN(CCCN1CNCNC1)C